trans-[4-[(2-methylimidazo[1,2-a]pyridin-6-yl)methyl]cyclohexyl]-[(3S)-3-pyrazin-2-ylisoxazolidin-2-yl]methanone CC=1N=C2N(C=C(C=C2)C[C@@H]2CC[C@H](CC2)C(=O)N2OCC[C@H]2C2=NC=CN=C2)C1